C1(CC1)N(C(=O)C1=CN(C(C2=CC(=C(C=C12)OC)OC)=O)C1=C2C=CN(C2=CC(=C1)F)C)C N-cyclopropyl-2-(6-fluoro-1-methyl-1H-indol-4-yl)-6,7-dimethoxy-N-methyl-1-oxo-1,2-dihydroisoquinoline-4-carboxamide